FC=1C(=NC(=NC1)NC1C(NC2=C(O1)C(=CC=C2)C(=O)N(CCNC)C)=O)C2=C(C=C(C=C2)F)OC ((5-fluoro-4-(4-fluoro-2-methoxyphenyl)pyrimidin-2-yl)amino)-N-methyl-N-(2-(methylamino)ethyl)-3-oxo-3,4-dihydro-2H-benzo[b][1,4]oxazine-8-carboxamide